C(CCCCCC(C)(C)C)(=O)[O-].[Bi+3].C(CCCCCC(C)(C)C)(=O)[O-].C(CCCCCC(C)(C)C)(=O)[O-] bismuth (III) neo-decanoate